3-((14-cyclopropyltetradec-13-yn-1-yl)oxy)propyl hydrogen ((((R)-1-(6-amino-9H-purin-9-yl)propan-2-yl)oxy)methyl)phosphonate NC1=C2N=CN(C2=NC=N1)C[C@@H](C)OCP(OCCCOCCCCCCCCCCCCC#CC1CC1)(O)=O